Cl.NC1=NC=C(C(=C1N)N)N 2,3,4,5-tetraaminopyridine hydrochloride